methyl (S)-2-amino-3-(5-(1-methyl-2,4-dioxo-1,4-dihydropyrido[3,4-d]pyrimidin-3(2H)-yl)pyridin-2-yl)propanoate N[C@H](C(=O)OC)CC1=NC=C(C=C1)N1C(N(C2=C(C1=O)C=CN=C2)C)=O